(R)-5-(3-(cyclopropylamino)-2-oxopyrrolidin-1-yl)-N-(8-fluoro-2-methylimidazo[1,2-a]pyridin-6-yl)pyrazine-2-carboxamide C1(CC1)N[C@H]1C(N(CC1)C=1N=CC(=NC1)C(=O)NC=1C=C(C=2N(C1)C=C(N2)C)F)=O